NC=1N=C(C2=C(N1)C=NN2CC2=C(C=CC(=C2)CCl)OC)N[C@H](CCO)CC (S)-3-((5-amino-1-(5-(chloromethyl)-2-methoxybenzyl)-1H-pyrazolo[4,3-d]pyrimidin-7-yl)amino)pentan-1-ol